O=C1N(C(C(=C1SC1=CC=CC=C1)SC1=CC=CC=C1)=O)CCOCCC(=O)NCC(=O)N 2-(3-(2-(2,5-dioxo-3,4-bis(phenylthio)-2,5-dihydro-1H-pyrrol-1-yl)ethoxy)propanamido)acetamide